boron phosphate aluminum salt [Al+3].P(=O)([O-])([O-])[O-].[B+3].P(=O)([O-])([O-])[O-]